[I-].C(C(=C)C)(=O)OC(CN1C=[N+](C=C1)C)COC1=CC=CC=C1 1-(2-(methacryloyloxy)-3-phenoxy-propan-1-yl)-3-methyl-1H-imidazolium iodide